COC(=O)C=1C(=CC=C2C1C(NS2(=O)=O)=O)Br 5-bromo-3-oxo-2,3-dihydrobenzo[d]isothiazole-4-carboxylic acid methyl ester 1,1-dioxide